(S)-N-((S)-(3-chloro-2,4-difluorophenyl)((2R,5S)-5-(trifluoromethyl)tetrahydro-2H-pyran-2-yl)methyl)-2-oxooxazolidine-4-carboxamide ClC=1C(=C(C=CC1F)[C@H](NC(=O)[C@H]1NC(OC1)=O)[C@@H]1OC[C@H](CC1)C(F)(F)F)F